COC=1C=C2C=CC(=CC2=CC1)CNNCC1=C(C(=O)NC(C)C)C=CC=C1 ((2-(6-methoxy-2-naphthylmethyl)hydrazino)methyl)-N-isopropylbenzamide